C12(CC(C1)C2)N2C[C@H](N(S(C1=C2C=C(C(=C1)O/C(=C/C(=O)O)/C)SC)(=O)=O)C)CCCC (R,E)-3-((5-(bicyclo[1.1.1]pentan-1-yl)-3-butyl-2-methyl-7-(methylthio)-1,1-dioxido-2,3,4,5-tetrahydrobenzo[f][1,2,5]thiadiazepin-8-yl)oxy)but-2-enoic acid